(9H-fluoren-9-yl)methyl (R)-8-(((2S,3R)-3-(benzyloxy)-1-(methylamino)-1-oxobutan-2-yl)carbamoyl)-2-((S)-2,2-dimethylcyclopropane-1-carbonyl)-2,6-diazaspiro[3.4]octane-6-carboxylate C(C1=CC=CC=C1)O[C@@H]([C@@H](C(=O)NC)NC(=O)[C@H]1CN(CC12CN(C2)C(=O)[C@@H]2C(C2)(C)C)C(=O)OCC2C1=CC=CC=C1C=1C=CC=CC21)C